COC=1C=C2CCN3C(C2=CC1)CNC3=O 8-methoxy-1H,2H,3H,5H,6H,10bH-imidazo[4,3-a]isoquinolin-3-one